BrC=1C=C(C=C2C(N(C(=NC12)Cl)CC#N)=O)C 2-(8-bromo-2-chloro-6-methyl-4-oxo-quinazolin-3-yl)acetonitrile